6-[(3-methoxyazetidin-1-yl)methyl]-3,5-dihydropyrrolo[3,2-d]pyrimidin-4-one COC1CN(C1)CC1=CC=2N=CNC(C2N1)=O